5-amino-4-methyl-2-(1-methyl-1H-pyrazol-3-yl)benzonitrile NC=1C(=CC(=C(C#N)C1)C1=NN(C=C1)C)C